tert-Butyl N-[4-[(2,6-dichloro-4-pyridyl)sulfanyl]phenyl]carbamate ClC1=NC(=CC(=C1)SC1=CC=C(C=C1)NC(OC(C)(C)C)=O)Cl